N1C(=S)NC(=O)C=C1 (l)-2-Thiouracil